C(C)NS(=O)(=O)C1=CC=C(C=C1)NC([C@H](CC1=CC=CC=C1)N(C(C1=CC=C(C=C1)F)=O)C)=O (S)-N-(1-(4-(N-ethylsulfamoyl)phenylamino)-1-oxo-3-phenylpropan-2-yl)-4-fluoro-N-methylbenzamide